N-(2-Aminopyridin-4-yl)-3-(3,4-difluoro-2-methoxyphenyl)-4,5-dimethyl-5-(trifluoromethyl)tetrahydrofuran-2-carboxamide NC1=NC=CC(=C1)NC(=O)C1OC(C(C1C1=C(C(=C(C=C1)F)F)OC)C)(C(F)(F)F)C